ClC1=CC=C(C=C1)CN1C([C@H](CSC2=C1C=C(C(=C2)F)C=2OC(=NN2)NCC(F)(F)F)NC(OC(C)(C)C)=O)=O tert-butyl N-[(3R)-5-[(4-chlorophenyl)methyl]-8-fluoro-4-oxo-7-[5-(2,2,2-trifluoroethylamino)-1,3,4-oxadiazol-2-yl]-2,3-dihydro-1,5-benzothiazepin-3-yl]carbamate